C(C)O[C@@H]1[C@H](C[C@@H](OC1)C(=O)N1[C@H](C2=CC=CC=C2CC1)C1=CC=C(C=C1)F)NCC ((2R,4S,5R)-5-ethoxy-4-(ethylamino)tetrahydro-2H-pyran-2-yl)((S)-1-(4-fluorophenyl)-3,4-dihydroisoquinolin-2(1H)-yl)methanone